tert-Butyl 3-((4-((5-bromo-2-methoxyphenyl)amino)-7-methoxyquinazolin-6-yl)oxy)azetidine-1-carboxylate BrC=1C=CC(=C(C1)NC1=NC=NC2=CC(=C(C=C12)OC1CN(C1)C(=O)OC(C)(C)C)OC)OC